(2R,3S,4R,5S)-4-[[3-(3,4-Difluorophenyl)-4,5-dimethyl-5-(trifluoromethyl)tetrahydrofuran-2-carbonyl]amino]pyridin-2-carboxamid FC=1C=C(C=CC1F)[C@H]1[C@@H](O[C@@]([C@@H]1C)(C(F)(F)F)C)C(=O)NC1=CC(=NC=C1)C(=O)N